C(#N)C=1C=C(C(=NC1)[C@@H](C)NC(CN1C(NC2=CC=C(C(=C2C1=O)F)C)=O)=O)F (R)-N-(1-(5-cyano-3-fluoropyridin-2-yl)ethyl)-2-(5-fluoro-6-methyl-2,4-dioxo-1,4-dihydroquinazolin-3(2H)-yl)acetamide